C(C1CO1)C=C(C(=O)O)C.C(C1=CC=CC=C1)NCC(=O)O N-benzyl-glycine glycidyl-methacrylate